2-Cyclopropylamino-5-nitro-N-(1-(3-(thiazol-2-yl)phenyl)ethyl)benzamide C1(CC1)NC1=C(C(=O)NC(C)C2=CC(=CC=C2)C=2SC=CN2)C=C(C=C1)[N+](=O)[O-]